6-chloro-1-[[(2S,5S)-5-methylpyrrolidin-2-yl]methyl]pyrazolo[3,4-d]pyrimidine ClC1=NC=C2C(=N1)N(N=C2)C[C@H]2N[C@H](CC2)C